3,4-dimethyl-2,5-diazole CC=1NC=NC1C